1,1'-([1,1'-biphenyl]-4,4'-diyl)bis(N-benzyl-N,N-dimethyl-methyl-ammonium) dichloride [Cl-].[Cl-].C1(=CC=C(C=C1)C[N+](C)(C)CC1=CC=CC=C1)C1=CC=C(C=C1)C[N+](CC1=CC=CC=C1)(C)C